butyl-para-cresol C(CCC)C1=CC(=CC=C1O)C